α-D-Rhamnopyranosyl-(1→3)-α-D-rhamnopyranosyl-(1→3)-D-rhamnose [C@H]1([C@@H](O)[C@@H](O)[C@H](O)[C@H](O1)C)O[C@@H]1[C@@H]([C@H](O[C@@H]([C@H]1O)C)O[C@H]([C@@H](C=O)O)[C@H](O)[C@H](O)C)O